4-(7-(difluoromethyl)-6-(1-methyl-1H-pyrazol-4-yl)-3,4-dihydroquinolin-1(2H)-yl)-6-(4,4,5,5-Tetramethyl-1,3,2-dioxaborolan-2-yl)isoindoline-2-carboxylic acid tert-butyl ester C(C)(C)(C)OC(=O)N1CC2=CC(=CC(=C2C1)N1CCCC2=CC(=C(C=C12)C(F)F)C=1C=NN(C1)C)B1OC(C(O1)(C)C)(C)C